C(C)(C)(C)C1=C(C=CC(=C1)C#CC=1C=2N(C=C(C1)N1CC(C1)(C)O)N=CC2C#N)C(=O)[O-] (tert-butyl 4-((3-cyano-6-(3-hydroxy-3-methylazetidin-1-yl) pyrazolo[1,5-a]pyridin-4-yl) ethynyl) phenyl)carboxylate